(1R,2S,5S)-3-((S)-2-(3,3-dimethylbutanamido)-3,3-dimethylbutanoyl)-6,6-dimethyl-N-((S)-1-oxo-3-((S)-2-oxopyrrolidin-3-yl)propan-2-yl)-3-azabicyclo[3.1.0]hexane-2-carboxamide CC(CC(=O)N[C@H](C(=O)N1[C@@H]([C@H]2C([C@H]2C1)(C)C)C(=O)N[C@H](C=O)C[C@H]1C(NCC1)=O)C(C)(C)C)(C)C